OCCN1CCN(CC1)C(=O)C=1C=C(C=CC1)B(O)O 3-(4-(2-hydroxyethyl)piperazine-1-carbonyl)phenylboronic acid